C(#N)C1=CC=C(C(=O)C2=C(C(=C3C=C(C=CN23)C(=O)OC(C)C)C(=O)OC)C(=O)OC)C=C1 7-Isopropyl 1,2-dimethyl 3-(4-cyanobenzoyl)indolizine-1,2,7-tricarboxylate